CC12CCC(C1)CC2 methylbicyclo[2.2.1]heptane